CN1C=C(C=2C(N(C=C(C21)C)C)=O)C(=O)N2CC1(CC1C2)C2=CC(=CC=C2)C(F)(F)F 1,5,7-trimethyl-3-((1-(3-(trifluoromethyl)phenyl)-3-azabicyclo[3.1.0]hex-3-yl)carbonyl)-1,5-dihydro-4H-pyrrolo[3,2-c]pyridin-4-one